2-(1,3-dioxoisoindolin-2-yl)ethane-1-sulfonamide O=C1N(C(C2=CC=CC=C12)=O)CCS(=O)(=O)N